FC=1C=C(C=C(C1OC1=CC=NC2=CC(=CC=C12)OC)F)NC(=O)C=1C=NC=CC1OC N-(3,5-difluoro-4-((7-methoxyquinolin-4-yl)oxy)phenyl)-4-methoxypyridine-3-carboxamide